N-[(1S)-1-(2-Amino-2-oxo-ethyl)prop-2-ynyl]-2-[1-[4-(trifluoromethoxy)phenyl]cyclopropanecarbonyl]isoindoline-1-carboxamide NC(C[C@@H](C#C)NC(=O)C1N(CC2=CC=CC=C12)C(=O)C1(CC1)C1=CC=C(C=C1)OC(F)(F)F)=O